N1=CC(=CC=C1)[C@@H]1N(CCC1)CC1=CC=C(C=C1)NC(OCC1=CC=C(C=C1)CO)=O 4-(hydroxymethyl)benzyl (R)-(4-((2-(pyridin-3-yl)pyrrolidin-1-yl)methyl)phenyl)carbamate